4-cyclopentyl-4-aza-tricyclo[6.2.1.02,7]-9-undecene-3-one C1(CCCC1)N1C(C2C3C=CC(C2CC1)C3)=O